aluminium gallate C(C1=CC(O)=C(O)C(O)=C1)(=O)[O-].[Al+3].C(C1=CC(O)=C(O)C(O)=C1)(=O)[O-].C(C1=CC(O)=C(O)C(O)=C1)(=O)[O-]